BrC1=NNC(C2=CC=C(C=C12)C(F)(F)F)=O 4-bromo-6-(trifluoromethyl)phthalazin-1(2H)-one